COC(C1=CC(=NC=C1N1CC(CCC1)(C=1N=NN(C1)C)NC(=O)OC)C1=CC(=C(C=C1)F)F)=O 2-(3,4-difluorophenyl)-5-(3-((methoxycarbonyl)amino)-3-(1-methyl-1H-1,2,3-triazol-4-yl)piperidin-1-yl)isonicotinic acid methyl ester